FC(C1=C(CO)C(=CC=C1C(F)(F)F)C(F)(F)F)(F)F 2,3,6-tris(trifluoromethyl)benzyl alcohol